4,5-dichloro-2-(4-methylthiazol-5-yl)-1H-pyrimidin-6-one ClC=1N=C(NC(C1Cl)=O)C1=C(N=CS1)C